C(#C)C=1C=CC=C2C=C(C=C(C12)C1=C(C=2N=C(N=C(C2C=N1)N1C[C@H]([C@](CCC1)(C)O)NC(C=C)=O)OCC12CCCN2CCC1)F)O N-((3R,4R)-1-(7-(8-ethynyl-3-hydroxynaphthalen-1-yl)-8-fluoro-2-((tetrahydro-1H-pyrrolizin-7a(5H)-yl)methoxy)pyrido[4,3-d]pyrimidin-4-yl)-4-hydroxy-4-methylazepan-3-yl)acrylamide